tert-butyl (S)-(1'-(5-((8-chloro-2-(2-methoxypyrimidin-4-yl)imidazo[1,2-a]pyridin-7-yl)thio)-3-(hydroxymethyl)pyrazin-2-yl)-1,3-dihydrospiro[indene-2,4'-piperidine]-1-yl)carbamate ClC=1C=2N(C=CC1SC=1N=C(C(=NC1)N1CCC3(CC1)[C@@H](C1=CC=CC=C1C3)NC(OC(C)(C)C)=O)CO)C=C(N2)C2=NC(=NC=C2)OC